F[C@@H]1CN(CC1)S(=O)(=O)NC1=CC(=CC=C1)S(=O)(=O)N1C(=CC(=C1)CNC)C1=C(C=CC=C1)F (3S)-3-fluoro-N-(3-{[2-(2-fluorophenyl)-4-[(methylamino)methyl]-1H-pyrrol-1-yl]sulfonyl}phenyl)pyrrolidine-1-sulfonamide